2-trifluoroethylbenzofuran FC(CC=1OC2=C(C1)C=CC=C2)(F)F